2-[(3,5-dimethoxy)phenyl]-4H-chromen-4-one COC=1C=C(C=C(C1)OC)C=1OC2=CC=CC=C2C(C1)=O